C(C1=CC=CC=C1)OC(=O)NCC=1C(=NOC1C1=CC=C(C(=N1)C)NC(OC(C)(C)C)=O)C tert-butyl (6-(4-((((benzyloxy)carbonyl)amino)methyl)-3-methylisoxazol-5-yl)-2-methylpyridin-3-yl)carbamate